ClC1=NC(=CC(=C1)C=1C=2N(C(=NC1C1=CC=C(C=C1)OC)N)N=NN2)C(F)(F)F 8-(2-chloro-6-(trifluoromethyl)pyridin-4-yl)-7-(4-methoxyphenyl)tetrazolo[1,5-c]pyrimidin-5-amine